C(C1=CC=CC=C1)OC1=CC(=C(C(=O)OC2=C(C(=C(C(=O)OCOC)C(=C2C)OCOC)C)Br)C(=C1)C)OC methoxymethyl 4-((4-(benzyloxy)-2-methoxy-6-methylbenzoyl)oxy)-3-bromo-6-(methoxymethoxy)-2,5-dimethylbenzoate